BrC1=C(C(=NN1)C(=O)OC)Cl methyl 5-bromo-4-chloro-1H-pyrazole-3-carboxylate